2-(3-(5-ethyl-1,3,4-thiadiazol-2-yl)-1-methylureido)-5-oxo-5H-thieno[3,2-b]pyran-6-carboxylic acid C(C)C1=NN=C(S1)NC(N(C)C1=CC=2OC(C(=CC2S1)C(=O)O)=O)=O